perfluorooctylamine FN(C(C(C(C(C(C(C(C(F)(F)F)(F)F)(F)F)(F)F)(F)F)(F)F)(F)F)(F)F)F